(cis-4-(5-(benzyloxy)-2-methylbenzofuran-3-carboxamido)cyclohexyl)carbamic acid tert-butyl ester C(C)(C)(C)OC(N[C@@H]1CC[C@@H](CC1)NC(=O)C1=C(OC2=C1C=C(C=C2)OCC2=CC=CC=C2)C)=O